FC1(CCC(CC1)N1N=C(C2=CC=CC=C12)NC(C1=C(C=C(C=C1)NS(=O)(=O)CCO)N1CCC2(CC2)CC1)=O)F N-(1-(4,4-difluorocyclohexyl)-1H-indazol-3-yl)-4-((2-hydroxyethyl)sulphonamido)-2-(6-azaspiro[2.5]oct-6-yl)benzamide